C(CCCCCCC)(=O)SC(C[Si](OCC)(OCC)OCC)C β-octanoylthio-1-propyltriethoxysilane